3-Ethoxypropionic acid ethyl ester (3-ethoxy ethyl propionate) C(C)OCCCCC(=O)O.C(C)OC(CCOCC)=O